ClC1=CC=C(C=C1)[C@]12[C@H](C(N(C1=O)C1=CC=CC=C1)=O)[C@@H](N[C@@H]2C2=CC=CC=C2)C(=O)OC methyl (1R,3R,3aS,6aS)-3a-(4-chlorophenyl)-4,6-dioxo-3,5-diphenyloctahydropyrrolo[3,4-c]pyrrole-1-carboxylate